1-[3-(methoxycarbonylamino)phenyl]-6-oxo-pyridine-3-carboxylic acid ethyl ester C(C)OC(=O)C1=CN(C(C=C1)=O)C1=CC(=CC=C1)NC(=O)OC